Cl.Cl.NC=1C(=NC(=CN1)C1=CC=C(C=C1)S(=O)(=O)C1CC1)C1=CC(=NO1)C1=CC=C(CNC(=N)N)C=C1 1-(4-(5-(3-amino-6-(4-(cyclopropylsulfonyl)phenyl)pyrazin-2-yl)isoxazol-3-yl)benzyl)guanidine dihydrochloride